(R)-5-formyl-2-(3'-(7-((3-hydroxypyrrolidin-1-yl)methyl)-2-methylpyrido[3,2-d]pyrimidin-4-ylamino)-2,2'-dimethylbiphenyl-3-yl)benzo[d]oxazole-7-carbonitrile C(=O)C=1C=C(C2=C(N=C(O2)C=2C(=C(C=CC2)C2=C(C(=CC=C2)NC=2C3=C(N=C(N2)C)C=C(C=N3)CN3C[C@@H](CC3)O)C)C)C1)C#N